NC1=CC=CC(=N1)S(=O)(=O)NC(=O)C=1C(=NC(=CC1)C(C)(C)C)N1CCC(CC1)OC N-[(6-Amino-2-pyridyl)sulfonyl]-6-tert-butyl-2-(4-methoxy-1-piperidyl)pyridin-3-carboxamid